BrC=1C(=NN2C1OCC1(C2)C(C1)(F)F)C1=CC=C(C=C1)F 3'-Bromo-2,2-difluoro-2'-(4-fluorophenyl)-5'H,7'H-spiro[cyclopropane-1,6'-pyrazolo[5,1-b][1,3]oxazine]